bis-[3-(p-toluenesulfonyloxy)-4-methylphenyl]urea CC1=CC=C(C=C1)S(=O)(=O)OC=1C=C(C=CC1C)NC(NC1=CC(=C(C=C1)C)OS(=O)(=O)C1=CC=C(C)C=C1)=O